benzenedi-acrylic acid C=1(C(=CC=CC1)C=CC(=O)O)C=CC(=O)O